COC1CCC(CC1)NC (1r,4r)-4-methoxy-N-methylcyclohexan-1-amine